C1(CCCC1)N1CCC2=C(CC1)C=CC(=C2)C=2C=C1C(=NC2)NN=C1C1=CC2=C(C(CCO2)(O)C)C=C1 7-[5-(3-Cyclopentyl-2,3,4,5-tetrahydro-1H-3-benzazepin-7-yl)-1H-pyrazolo[3,4-b]pyridin-3-yl]-4-methyl-3,4-dihydro-2H-1-benzopyran-4-ol